2-(ethylmercapto-thiocarbonylthio)-2-methylpropanoic acid C(C)SC(=S)SC(C(=O)O)(C)C